(3R)-3-methyl-4-{3-[3-methyl-1-(oxetan-2-yl)-1H-pyrazol-5-yl]-7-[2-(trifluoromethyl)pyridin-3-yl]-[1,2]thiazolo[4,5-b]pyridin-5-yl}morpholine C[C@H]1N(CCOC1)C1=CC(=C2C(=N1)C(=NS2)C2=CC(=NN2C2OCC2)C)C=2C(=NC=CC2)C(F)(F)F